OCC1C2CCC(CN1)N2C(=O)[O-] 2-(hydroxymethyl)-3,8-diazabicyclo[3.2.1]Octane-8-carboxylate